Hexamethylphosphorous, triamide CN(P(N(C)C)N(C)C)C